(S)-2-((5-(3-((7-(ethanesulfonamido)-2-azaspiro[3.5]nonan-2-yl)methyl)pyrrolidine-1-yl)-1,2,4-triazin-6-yl)oxy)-5-fluoro-N,N-diisopropylbenzamide C(C)S(=O)(=O)NC1CCC2(CN(C2)C[C@H]2CN(CC2)C=2N=CN=NC2OC2=C(C(=O)N(C(C)C)C(C)C)C=C(C=C2)F)CC1